C(C1=CC=CC=C1)C=1N(C=2C(=C3CC[C@@H](NC3=CC2)C)N1)CCN1C[C@@]2(CCO2)CC1 (7S)-2-Benzyl-7-methyl-3-{2-[(4S)-1-oxa-6-azaspiro[3.4]octan-6-yl]ethyl}-3H,6H,7H,8H,9H-imidazo[4,5-f]chinolin